N-butyl-pyridine hexafluorophosphate salt F[P-](F)(F)(F)(F)F.C(CCC)N1CC=CC=C1